9-((2,6-dibromo-4-(4-tosylpiperazine-1-carbonyl)phenoxy)carbonyl)-10-methylacridin-10-ium trifluoromethanesulfonate FC(S(=O)(=O)[O-])(F)F.BrC1=C(OC(=O)C=2C3=CC=CC=C3[N+](=C3C=CC=CC23)C)C(=CC(=C1)C(=O)N1CCN(CC1)S(=O)(=O)C1=CC=C(C)C=C1)Br